C(C)(C)(C)OC(=O)N[C@@H](C(=O)OC)CSC1=C(C=CC=C1)O (S)-methyl 2-((tert-butoxycarbonyl)amino)-3-((2-hydroxyphenyl)thio)propanoate